N-((S)-(7-((R*)-Cyclobutyl((S*)-4,4,4-trifluoro-3-methylbutanamido)methyl)imidazo[1,2-b]pyridazin-2-yl)(4,4-difluorocyclohexyl)methyl)-1-(methyl-d3)-1H-pyrazole-5-carboxamide C1(CCC1)[C@H](C1=CC=2N(N=C1)C=C(N2)[C@@H](NC(=O)C2=CC=NN2C([2H])([2H])[2H])C2CCC(CC2)(F)F)NC(C[C@@H](C(F)(F)F)C)=O |o1:4,38|